NC1=C2C(=NC=N1)N(N=C2C=2NC1=CC(=CC=C1C2Cl)C(=O)NC)CCCOC 2-[4-amino-1-(3-methoxypropyl)pyrazolo[3,4-d]pyrimidin-3-yl]-3-chloro-N-methyl-1H-indole-6-carboxamide